(2S,3S)-N-(3-(4-Aminobutanamido)propyl)-1-methyl-5-oxo-2-(pyridin-3-yl)pyrrolidine-3-carboxamide NCCCC(=O)NCCCNC(=O)[C@@H]1[C@H](N(C(C1)=O)C)C=1C=NC=CC1